C1(=CC=CC=C1)C=1SC2=C(N1)C1=CC=CC=C1C=C2 2-phenyl-naphtho[1,2-d]thiazole